Trifluoroacetat FC(C(=O)[O-])(F)F